5-(tert-butyl)-1H-imidazole-4-carbaldehyde C(C)(C)(C)C1=C(N=CN1)C=O